BrCCCCCCO[Si](OC(OCCCCCCCCC)C)(C)C 1-bromo-8,8,10-trimethyl-7,9,11-trioxa-8-silaicosane